8-((6-cyclopropyl-4'-fluoro-[1,1'-biphenyl]-3-yl)(cyclopropylmethyl)amino)-5-methyl-6-oxo-5,6-dihydro-1,5-naphthyridine-2-carbonitrile C1(CC1)C1=CC=C(C=C1C1=CC=C(C=C1)F)N(C1=CC(N(C=2C=CC(=NC12)C#N)C)=O)CC1CC1